methyl rac-(3S,4R)-1-benzyl-4-(4-chlorophenyl)pyrrolidine-3-carboxylate C(C1=CC=CC=C1)N1C[C@H]([C@@H](C1)C1=CC=C(C=C1)Cl)C(=O)OC |r|